OC=1C=C(C=CC1O)C1(C2(N(CC1)C)C(NC1=CC=CC=C12)=O)C(C1=CC=C(C=C1)C(C)C)=O (3,4-dihydroxyphenyl)-3'-(4-isopropylbenzoyl)-1'-methylspiro[indoline-3,2'-pyrrolidin]-2-one